OC1=CC=C(C=C1)C(C=CC=1SC=CC1)=O 1-(4-hydroxyphenyl)-3-(2-thiophenyl)-2-propen-1-one